N[C@@H]1[C@H](COC1)O (3R,4S)-4-aminotetrahydrofuran-3-ol